[Si](C1=CC=CC=C1)(C1=CC=CC=C1)(C(C)(C)C)O[C@@H]1C[C@@H]([C@@H](C1)NC(OC(C)(C)C)=O)C |r| (±)-tert-butyl ((1R*,2S*,4R*)-4-((tert-butyldiphenylsilyl)oxy)-2-methylcyclopentyl)carbamate